6-bromo-4-(3-chloro-4-(4-methylpiperazin-1-yl)phenyl)quinazoline BrC=1C=C2C(=NC=NC2=CC1)C1=CC(=C(C=C1)N1CCN(CC1)C)Cl